COC=1C=C2CCN=C(C2=CC1OC)C=1SC=CC1 6,7-dimethoxy-1-(thiophen-2-yl)-3,4-dihydroisoquinoline